tert-butyl (1R,2S,5S)-2-((S)-1-((7-chloro-8-fluoro-4-hydroxy-1-(4-methoxybenzyl)-2-oxo-1,2-dihydro-1,6-naphthyridin-5-yl) oxy) ethyl)-3,8-diazabicyclo[3.2.1]octane-8-carboxylate ClC1=NC(=C2C(=CC(N(C2=C1F)CC1=CC=C(C=C1)OC)=O)O)O[C@@H](C)[C@@H]1[C@H]2CC[C@@H](CN1)N2C(=O)OC(C)(C)C